C1(CC1)C=1C=C(C=2N(C1)C=C(N2)[C@@H](C)N[S@](=O)C(C)(C)C)S(=O)(=O)C (R)-N-((R)-1-(6-cyclopropyl-8-(methylsulfonyl)imidazo[1,2-a]pyridin-2-yl)ethyl)-2-methylpropane-2-sulfinamide